chromium copper iron [Fe].[Cu].[Cr]